COC1=CC=C(COCC(CCCCCCCCC\C=C/CCCCCCCC(=O)O)CCCCCCCC\C=C/CCCCCCCC(=O)O)C=C1.C(CCCCCCC\C=C/CCCCCCCC)(=O)OCC(COCC1=CC=C(C=C1)OC)OC(CCCCCCC\C=C/CCCCCCCC)=O 3-((4-methoxybenzyl)oxy)propane-1,2-diyl dioleate [3-((4-Methoxybenzyl)oxy)propane-1,2-diyl dioleate]